N-(3-(4-(4-acryloylpiperazin-1-yl)-6-chloroquinazolin-7-yl)-4-fluorophenyl)acetamide C(C=C)(=O)N1CCN(CC1)C1=NC=NC2=CC(=C(C=C12)Cl)C=1C=C(C=CC1F)NC(C)=O